diethoxyphosphonoacetic acid tert-butyl ester C(C)(C)(C)OC(CP(=O)(OOCC)OOCC)=O